CN1N=CN=C1CC=1N=C(OC1)C1=C2C=C(N=CC2=C(N=C1)NC)NC(=O)C1CC1 N-(5-(4-((1-methyl-1H-1,2,4-triazol-5-yl)methyl)oxazol-2-yl)-8-(methylamino)-2,7-naphthyridin-3-yl)cyclopropanecarboxamide